N1(C=NC=C1)CC1OCCO1 r-2-(1H-imidazol-1-ylmethyl)-1,3-dioxolane